2-((4-(4-(benzo[d]thiazol-5-ylamino)quinolin-6-yl)-3-fluorobenzyl)amino)-N-methylacetamide S1C=NC2=C1C=CC(=C2)NC2=CC=NC1=CC=C(C=C21)C2=C(C=C(CNCC(=O)NC)C=C2)F